OC1(CC(C1)C(=O)N1CC2(C1)CC(C2)CC2=CC=C1C(=N2)N(C=C1)CC(F)(F)F)C ((1s,3s)-3-Hydroxy-3-methylcyclobutyl)(6-((1-(2,2,2-trifluoroethyl)-1H-pyrrolo[2,3-b]pyridin-6-yl)methyl)-2-azaspiro[3.3]heptan-2-yl)methanone